C=C(C(=O)OCCS(=O)(=O)CCC(=O)OC(C)(C)C)CC(=O)OC1CCCCC1 1-(2-((3-(tert-butoxy)-3-oxopropyl)sulfonyl)ethyl) 4-cyclohexyl 2-methylenesuccinate